4,4'-Biphenyldiboronic acid C1(=CC=C(C=C1)B(O)O)C1=CC=C(C=C1)B(O)O